1-bromo-3-fluoro-5-methylsulfanylbenzene BrC1=CC(=CC(=C1)SC)F